OCC1=CC=C(O1)C1=NC=2C(=C3C(=NC2)N(C=C3)S(=O)(=O)C3=CC=CC=C3)N1C1CN(CC1)CCC#N 3-(3-(2-(5-(hydroxymethyl)furan-2-yl)-6-(benzenesulfonyl)imidazo[4,5-d]pyrrolo[2,3-b]pyridin-1(6H)-yl)pyrrolidin-1-yl)propionitrile